3-Fluoro-4-[[(1S)-1-(hydroxymethyl)-2-pentadecoxy-ethoxy]methyl]benzonitrile FC=1C=C(C#N)C=CC1CO[C@H](COCCCCCCCCCCCCCCC)CO